5-[[3-fluoro-4-(2-guanidinoethoxycarbonylamino)phenyl]sulfonylamino]thiazole-4-carboxylic acid FC=1C=C(C=CC1NC(=O)OCCNC(=N)N)S(=O)(=O)NC1=C(N=CS1)C(=O)O